1-(bromomethyl)-3,4-difluorobenzene BrCC1=CC(=C(C=C1)F)F